4-methyl-3-butene-1,4-sultone CC1=CCCS(=O)(=O)O1